ClC=1C(=NN(C1C=O)CCC)C 4-CHLORO-3-METHYL-1-PROPYL-1H-PYRAZOLE-5-CARBALDEHYDE